2-methylsulfanyl-4-[4-(oxetan-3-yloxy)anilino]pyrimidine-5-carbaldehyde CSC1=NC=C(C(=N1)NC1=CC=C(C=C1)OC1COC1)C=O